3-(5-tert-butyl-1,2-oxazol-3-yl)-4-hydroxy-1-methylimidazolidin-2-one C(C)(C)(C)C1=CC(=NO1)N1C(N(CC1O)C)=O